5-ethyl-3-phenyl-1,2,4-thiadiazole C(C)C1=NC(=NS1)C1=CC=CC=C1